trimethyl-hexamethylenediurethane CC(OC(N(CCCCCCNC(=O)OCC)C)=O)(C)C